6-cyclohexyl-4-[2-(2,2-difluoroethoxy)phenyl]-2-[4-(2-hydroxypropan-2-yl)phenyl]-2,3-dihydro-1H-pyrrolo[3,4-c]pyridin-1-one C1(CCCCC1)C1=CC2=C(C(=N1)C1=C(C=CC=C1)OCC(F)F)CN(C2=O)C2=CC=C(C=C2)C(C)(C)O